The molecule is a dipeptide consisting of an L-aspartyl residue attached to L-arginine via the beta-carboxy group. It is a tautomer of a beta-Asp-Arg zwitterion. C(C[C@@H](C(=O)O)NC(=O)C[C@@H](C(=O)O)N)CN=C(N)N